1-(4-((3-(4-(difluoromethoxy)phenyl)imidazo[1,2-a]pyrazin-8-yl)amino)-2-methylbenzoyl)piperidine-4-carboxamide FC(OC1=CC=C(C=C1)C1=CN=C2N1C=CN=C2NC2=CC(=C(C(=O)N1CCC(CC1)C(=O)N)C=C2)C)F